FC(C=1C=CC2=C(C[C@H](O2)C=2C=C(C=CC2)C2=NOC(N2)=O)C1)(F)F (S)-3-(3-(5-(trifluoromethyl)-2,3-dihydrobenzofuran-2-yl)phenyl)-1,2,4-oxadiazol-5(4H)-one